Cl.C[C@]1(NCCC1)[C@@H](C)O (1R)-1-[(2R)-2-methylpyrrolidin-2-yl]ethanol hydrochloride